OC1(CCN(CC1)C(=O)C1=CC=C2C(=CNC2=C1)C1=NC(=NC=C1C(F)(F)F)N[C@@H]1CN(CCC1)C(=O)OC(C)(C)C)C Tert-butyl (3S)-3-[[4-[6-(4-hydroxy-4-methyl-piperidine-1-carbonyl)-1H-indol-3-yl]-5-(trifluoromethyl)pyrimidin-2-yl]amino]piperidine-1-carboxylate